C(CCC)C1=NC=2C(=C3C(=NC2)C=C(S3)C)N1CC1CCN(CC1)C(=O)OCC1=CC=CC=C1 benzyl 4-((2-butyl-7-methyl-1H-imidazo[4,5-d]thieno[3,2-b]pyridin-1-yl)methyl)piperidine-1-carboxylate